O1[C@@H](CC1)CN1C=NC2=C1C=CC(=C2)C2=NN=NN2 1-{[(2S)-oxetan-2-yl]methyl}-5-(1H-1,2,3,4-tetrazol-5-yl)-1H-1,3-benzodiazole